O=C(C(=O)NC=1C2=C(C=NC1)C=NN2COCC[Si](C)(C)C)N2[C@H](CC[C@@H](C2)C)C=2C=CC1=C(N=C(S1)CC1C(CN(CC1)C)C)C2 2-Oxo-2-[(2R,5S)-2-[2-[(1,3-dimethyl-4-piperidyl)methyl]-1,3-benzothiazol-5-yl]-5-methyl-1-piperidyl]-N-[1-(2-trimethylsilylethoxymethyl)pyrazolo[4,3-c]pyridin-7-yl]acetamide